C(C)(C)(C)C1=CC=C(C=C1)N1CCC(CC1)N1C(N(C2=C1C=C(C(=C2)Cl)Cl)CCN2CCOCC2)=O 1-(1-(4-(tert-butyl)phenyl)piperidin-4-yl)-5,6-dichloro-3-(2-morpholinoethyl)-1,3-dihydro-2H-benzo[d]imidazol-2-one